FC1=C(C(=CC=C1)F)C(O)C1=CC=CC=C1 (2,6-difluorophenyl)(phenyl)methanol